C(\C=C(/C)\CCC[C@H](C)CCC[C@H](C)CCCC(C)C)OC[C@@H](OC\C=C(/C)\CCC[C@H](C)CCC[C@H](C)CCCC(C)C)CO 1,2-di-O-phytyl-sn-glycerol